C(C=C)(=O)C(C)(S(=O)(=O)O)N acryloyl-aminoethanesulfonic acid